2-(4-(3-amino-5-(trifluoromethyl)pyridin-2-yl)-3-(4-chlorophenyl)piperazin-1-yl)acetic acid NC=1C(=NC=C(C1)C(F)(F)F)N1C(CN(CC1)CC(=O)O)C1=CC=C(C=C1)Cl